FC(OC1=C(C=CC=C1)CN(CC1=CC=C(C=C1)CNCC1=NC=CC=C1)C1CCCC=2C=CC=NC12)F N-(2-difluoromethoxyphenylmethyl)-N'-(2-pyridinylmethyl)-N-(5,6,7,8-tetrahydro-8-quinolinyl)-1,4-benzenedimethanamine